ClC1=C(C(=CC=C1)Cl)C1=CC2=C(N=C(N=C2)NC=2C=NC(=CC2)OC[C@@H]2N(CCC2)CC)N(C1=O)C (R)-6-(2,6-dichlorophenyl)-2-((6-((1-ethylpyrrolidin-2-yl)methoxy)pyridin-3-yl)amino)-8-methylpyrido[2,3-d]pyrimidin-7(8H)-one